C(=O)(C(=O)O)[Ca] oxalocalcium